O=CCC#N 3-oxo-propanenitrile